F[C@@H]1O[C@@H]1C(F)(F)F cis-2-Fluoro-3-(trifluoromethyl)oxirane